CN1C=NC2=C1C=CC(=C2)CN (1-methyl-1H-benzo[d]imidazol-5-yl)methylamine